O=CC1=CC(OC)=C(O)C=C1.[Na] sodium vanillin salt